C(C1=CC=CC=C1)N1C(CCC1)C(=O)N 1-benzylpyrrolidine-2-carboxamide